S1C(=CC=C1/C=C/C=1C=CC=2N(C3=CC=CC=C3C2C1)CCP(O)(O)=O)/C=C/C=1C=CC=2N(C3=CC=CC=C3C2C1)CCP(O)(O)=O ((((1E,1'E)-thiophene-2,5-diylbis(ethene-2,1-diyl))bis(9H-carbazole-3,9-diyl))bis(ethane-2,1-diyl))bis(phosphonic acid)